CC(CC)OC1=CC=C(C=C1)B(O)O [4-(BUTAN-2-YLOXY)PHENYL]BORANEDIOL